N-(3,4-Diamino-5-fluorophenyl)-N-methylacetamide NC=1C=C(C=C(C1N)F)N(C(C)=O)C